(S)-N-(3-(2-((1,5-dimethyl-1H-pyrazol-3-yl)amino)-5-methylpyrimidin-4-yl)-1H-indol-7-yl)-2-(3-((1-methyl-5-(trifluoromethyl)-1H-pyrazol-3-yl)oxy)pyrrolidin-1-yl)acetamide CN1N=C(C=C1C)NC1=NC=C(C(=N1)C1=CNC2=C(C=CC=C12)NC(CN1C[C@H](CC1)OC1=NN(C(=C1)C(F)(F)F)C)=O)C